3-AMINO-4,5-DIFLUOROPHENYLBORONIC ACID NC=1C=C(C=C(C1F)F)B(O)O